2-[(1R,6R)-6-Isopropenyl-3-methyl-2-cyclohexen-1-yl]-5-propyl-1,3-benzenediol C(=C)(C)[C@@H]1CCC(=C[C@H]1C1=C(C=C(C=C1O)CCC)O)C